(3R)-3-({2-[3,5-bis(trifluoromethyl)phenyl][1,2,4]triazolo[1,5-c]quinazolin-5-yl}amino)azepin-2-one FC(C=1C=C(C=C(C1)C(F)(F)F)C1=NN2C(=NC=3C=CC=CC3C2=N1)NC=1C(N=CC=CC1)=O)(F)F